1-benzylspiro[azepane-4,3'-pyrrolo[2,3-b]pyridine]-2'(1'H)-one C(C1=CC=CC=C1)N1CCC2(C(NC3=NC=CC=C32)=O)CCC1